2-(3-chlorophenyl)-1-hydroxy-4-methyl-1H-imidazole-5-carboxylic acid ClC=1C=C(C=CC1)C=1N(C(=C(N1)C)C(=O)O)O